BrCC([C@H](C1CC(C1)C1CC1)NC(OCC1=CC=CC=C1)=O)=O benzyl ((S)-3-bromo-1-((1S,3R)-3-cyclopropylcyclobutyl)-2-oxopropyl)carbamate